C[C@H]1OCCN(C1)[C@H]1COC2=CC=CC=C2[C@@H]1N (3R,4S)-3-((R)-2-methylmorpholino)chroman-4-amine